N1(CCCC1)CC=1C=CC(=NC1)/C=C/C1=NN(C2=CC(=CC=C12)NC1=C(C(=O)O)C=CC=C1)C1OCCCC1 2-[[3-[(trans)-2-[5-(pyrrolidin-1-ylmethyl)-2-pyridinyl]vinyl]-1-tetrahydropyran-2-yl-indazol-6-yl]amino]benzoic acid